CN1C(N(C2=NC(=C(NC2C1)C)C)OCC)OCC 3,6,7-Trimethyldiethoxytetrahydropteridine